C(C)C(CCC(O)O)CCC 4-ethyl-heptanediol